C(C)CC(=O)[O-].C(C)CC(=O)[O-].C(C)CC(=O)[O-].C(C)CC(=O)[O-].[Zr+4] zirconium tetra(ethylacetate)